O=C1N(C(CN1C1=CC=C(C=C1)OC(F)(F)F)=O)CC1=CC(=C(OC(C(=O)OCC)(C)C)C(=C1)C)C Ethyl 2-(4-((2,5-dioxo-3-(4-(trifluoromethoxy)phenyl) imidazolidin-1-yl) methyl)-2,6-dimethylphenoxy)-2-methylpropionate